CC1=C(C=CC(=C1)N)C1=CC(=CC(=C1)C1=C(C=C(C=C1)N)C)C1=C(C=C(C=C1)N)C 1,3,5-Tri(2-methyl-4-aminophenyl)benzen